tert-Butyl (S)-4-(((benzyloxy)carbonyl)amino)-5-(isopentylamino)-5-oxopentanoate C(C1=CC=CC=C1)OC(=O)N[C@@H](CCC(=O)OC(C)(C)C)C(=O)NCCC(C)C